tert-butyl-(S)-(4-ethyl-8-fluoro-4-hydroxy-11-((methylamino) methyl)-3,14-dioxo-3,4,12,14-tetrahydro-1H-pyrano[3',4':6,7]indolizino[1,2-b]quinolin-9-yl) carbamate C(N)(OC1=CC=2C(=C3C(=NC2C=C1F)C1=CC2=C(C(N1C3)=O)[C@@H](OC(C2(O)CC)=O)C(C)(C)C)CNC)=O